Br.CC=1N=C(SC1C)N1NC(=NN1C1=CC=CC=C1)C1=CC=CC=C1 2-(4,5-dimethyl-2-thiazolyl)-3,5-diphenyl-2H-tetrazole hydrobromide